C(C1=CC=CC=C1)OC(=O)N1CCCC1 Pyrrolidine-1-carboxylic acid benzyl ester